2-((1R,4R)-2,5-diaza-bicyclo[2.2.1]heptan-2-yl)-5-(4-chloro-2-methyl-2H-indazol-5-yl)-3-methyl-3,7-dihydro-4H-pyrrolo[2,3-d]pyrimidin-4-one [C@H]12N(C[C@H](NC1)C2)C=2N(C(C1=C(N2)NC=C1C1=C(C2=CN(N=C2C=C1)C)Cl)=O)C